(S)-N-(1-((1,1-bis(3,4-dimethoxyphenyl)prop-1-en-2-yl)amino)-1-oxopropan-2-yl)-3-hydroxy-4-methoxypicolinamide COC=1C=C(C=CC1OC)C(=C(C)NC([C@H](C)NC(C1=NC=CC(=C1O)OC)=O)=O)C1=CC(=C(C=C1)OC)OC